C(C)OC(CCC(=O)C1=NC(=CC(=C1OCC1=CC=CC=C1)C#N)NC(C1=C(C=CC=C1C)C)=O)=O 4-[3-Benzyloxy-4-cyano-6-(2,6-dimethyl-benzoylamino)-pyridin-2-yl]-4-oxo-butyric acid ethyl ester